thiomethylolpropane tris(3-mercaptopropionate) SCCC(=O)O.SCCC(=O)O.SCCC(=O)O.C(S)CCC